1,9-diamino-5-methylnonane NCCCCC(CCCCN)C